C(C)NC(=O)C=1C=C(C=CC1F)B(O)O 3-(ETHYLCARBAMOYL)-4-FLUOROBENZENEBORONIC ACID